C(=O)[C@H]1[C@@H](N(CC1)C(=O)[O-])C(=O)[O-] trans-3-formylpyrrolidine-1,2-dicarboxylate